CN1C(=NN=C1)C1C(OCC1)C=1C=C(N)C=CC1 3-(3-(4-methyl-4H-1,2,4-triazol-3-yl)tetrahydrofuranyl)aniline